ClC=1C(=NC(=NC1)NC1CCNCC1)C1=CNC2=CC=CC=C12 4-((5-chloro-4-(1H-indol-3-yl)pyrimidin-2-yl)amino)piperidin